C(C1=CC=CC=C1)C1=CC=C(N)C=C1 p-benzyl-aniline